FC=1N=C(SC1CN1[C@H](C[C@H](C1)OC1=CC=C2C(=N1)N=NN2C)C)NC(C)=O N-(4-fluoro-5-(((2S,4R)-2-methyl-4-((1-methyl-1H-[1,2,3]triazolo[4,5-b]pyridin-5-yl)oxy)pyrrolidin-1-yl)methyl)thiazol-2-yl)acetamide